[(R)-(4-chlorophenyl)-[(2R,3R,4R,5R)-3,4-diacetoxy-5-(4-chloro-5-fluoro-pyrrolo[2,3-d]pyrimidin-7-yl)tetrahydrofuran-2-yl]methyl] 4-phenylbenzoate C1(=CC=CC=C1)C1=CC=C(C(=O)O[C@@H]([C@H]2O[C@H]([C@@H]([C@@H]2OC(C)=O)OC(C)=O)N2C=C(C3=C2N=CN=C3Cl)F)C3=CC=C(C=C3)Cl)C=C1